N-(2-Amino-3-fluoro-4-((4-(trifluoromethyl)benzyl)amino)phenyl)-2,3-difluoroheptanamid NC1=C(C=CC(=C1F)NCC1=CC=C(C=C1)C(F)(F)F)NC(C(C(CCCC)F)F)=O